CC1=NC(=CC=C1N)C1=CNC2=C(C=CC=C12)C(F)(F)F 2-methyl-6-(7-(trifluoromethyl)-1H-indol-3-yl)pyridin-3-amine